C(C)C1=NNC2=CN=C(C=C21)C=2C=C(C=CC2)NC(C=C)=O N-(3-{3-ethyl-1H-pyrazolo[3,4-c]pyridin-5-yl}phenyl)prop-2-enamide